2-(9H-carbazol-4-yloxy)-4-(4-{[2-(4-chlorophenyl)-4,4-dimethylcyclohex-1-en-1-yl]methyl}piperazin-1-yl)-N-({4-[(1-methylpiperidin-4-yl)amino]-3-nitrophenyl}sulfonyl)benzamide C1=CC=C(C=2C3=CC=CC=C3NC12)OC1=C(C(=O)NS(=O)(=O)C2=CC(=C(C=C2)NC2CCN(CC2)C)[N+](=O)[O-])C=CC(=C1)N1CCN(CC1)CC1=C(CC(CC1)(C)C)C1=CC=C(C=C1)Cl